N-(3-(Tert-butyl)isoxazol-5-yl)-6-(6-(4-methylpiperazin-1-yl)imidazo[1,2-a]pyridin-3-carbonyl)-4,5,6,7-tetrahydrothieno[2,3-c]pyridin-3-carboxamid C(C)(C)(C)C1=NOC(=C1)NC(=O)C1=CSC=2CN(CCC21)C(=O)C2=CN=C1N2C=C(C=C1)N1CCN(CC1)C